(R)-N-[3-(5-fluoro-2-[[6-(1,3-oxazol-2-ylmethoxy)pyridin-3-yl]amino]pyrimidin-4-yl)-1H-indol-7-yl]-3-methoxy-2-(4-methylpiperazin-1-yl)propanamide FC=1C(=NC(=NC1)NC=1C=NC(=CC1)OCC=1OC=CN1)C1=CNC2=C(C=CC=C12)NC([C@@H](COC)N1CCN(CC1)C)=O